2-bromo-1-(4-(4-fluorobenzyloxy)phenyl)ethanone BrCC(=O)C1=CC=C(C=C1)OCC1=CC=C(C=C1)F